2,5-diazatricyclo[4.1.0.01,3]heptane C123NC1CNC3C2